C(C)(C)(C)C1N(CCC(C1)CNC([O-])=O)C1=NC=NC=C1OC1=C(C=C(C=C1)F)C(N(C(C)C)CC)=O ((tert-Butyl 1-(5-(2-(ethyl(isopropyl)carbamoyl)-4-fluorophenoxy)pyrimidin-4-yl)piperidin-4-yl)methyl)carbamate